methyl (3S)-3-[[2-(4-chlorobenzoyl)-4-methoxyphenyl]carbamoyl]-3-[[(9H-fluoren-9-ylmethoxy)carbonyl]amino]propanoate ClC1=CC=C(C(=O)C2=C(C=CC(=C2)OC)NC(=O)[C@H](CC(=O)OC)NC(=O)OCC2C3=CC=CC=C3C=3C=CC=CC23)C=C1